CC1=CC(=NO1)C1=NN=C2N1N=C(C=C2C(C)(C)O)OCC2=NC=1CCN(CC1C=C2)C2COC2 2-(3-(5-methylisoxazol-3-yl)-6-((6-(oxetane-3-yl)-5,6,7,8-tetrahydro-1,6-naphthyridin-2-yl)methoxy)-[1,2,4]triazolo[4,3-b]pyridazin-8-yl)propan-2-ol